ClC1=CC2=C(C=N1)C(=NN2C2=C(C=C(C(=C2)F)OCC2=CC=C(C=C2)OC)OC)CO (6-Chloro-1-(5-fluoro-2-methoxy-4-((4-methoxybenzyl)oxy)phenyl)-1H-Pyrazolo[4,3-c]pyridin-3-yl)methanol